C(C)(C)(C)OC(=O)N1C(CCC(C1)C)=O 5-Methyl-2-oxopiperidine-1-carboxylic acid tert-butyl ester